N-[(3-cyanophenyl)methyl]-N'-(2-pyridylmethyl)-N-(5,6,7,8-tetrahydro-8-quinolinyl)-1,4-xylylenediamine C(#N)C=1C=C(C=CC1)CN(CC1=CC=C(C=C1)CNCC1=NC=CC=C1)C1CCCC=2C=CC=NC12